N-((S)-2,2-dicyclopropyl-1-(5-(((S)-2-oxo-4-(trifluoro-methyl)imidazolidin-1-yl)methyl)benzo[d]oxazol-2-yl)ethyl)-1-((R or S)-3-hydroxybutyl)-1H-pyrazole-5-carboxamide C1(CC1)C([C@@H](C=1OC2=C(N1)C=C(C=C2)CN2C(N[C@@H](C2)C(F)(F)F)=O)NC(=O)C2=CC=NN2CC[C@@H](C)O)C2CC2 |o1:35|